The molecule is a straight-chain saturated fatty acid anion that is the conjugate base of behenic acid, arising from deprotonation of the carboxylic acid group. It has a role as a human metabolite. It is a long-chain fatty acid anion, a straight-chain saturated fatty acid anion, a fatty acid anion 22:0, a 2-saturated fatty acid anion and an omega-methyl fatty acid anion. It is a conjugate base of a docosanoic acid. CCCCCCCCCCCCCCCCCCCCCC(=O)[O-]